(R)-6-(2-amino-5-(2-fluoro-4-(2-methylpyrrolidin-1-yl)phenyl)pyridin-3-yl)-3,4-dihydroisoquinolin-1(2H)-one NC1=NC=C(C=C1C=1C=C2CCNC(C2=CC1)=O)C1=C(C=C(C=C1)N1[C@@H](CCC1)C)F